4,4'-[(4-Chlorophenyl)methanediyl]bis(n,n-dimethylaniline) CN(C)C1=CC=C(C=C1)C(C2=CC=C(C=C2)N(C)C)C3=CC=C(C=C3)Cl